SC1=CC=C(C=C1)N1C(N=C2C=CC=CC2=C1)C 3-(4-mercaptophenyl)-2-methyl-quinazoline